CNC(CCC=1N(C(=NC1)N1C(CNCC1)=O)C)=O N-methyl-3-[3-methyl-2-(2-oxopiperazin-1-yl)imidazol-4-yl]propanamide